C(C)N1N=CC=2C=NC(=CC21)C(=O)N[C@@H]2C(N(C1=C(OC2)C=CC=C1)C)=O (S)-1-ethyl-N-(5-methyl-4-oxo-2,3,4,5-tetrahydrobenzo[b][1,4]oxazepin-3-yl)-1H-pyrazolo[4,3-c]pyridine-6-carboxamide